N-(5-(3,5-difluorobenzyl)-1H-indazol-3-yl)-4-(4-((6-(2,4-dioxotetrahydropyrimidin-1(2H)-yl)pyridazin-3-yl)methyl)piperazin-1-yl)-2-((tetrahydro-2H-pyran-4-yl)amino)benzamide FC=1C=C(CC=2C=C3C(=NNC3=CC2)NC(C2=C(C=C(C=C2)N2CCN(CC2)CC=2N=NC(=CC2)N2C(NC(CC2)=O)=O)NC2CCOCC2)=O)C=C(C1)F